6-bromo-2-nitropyridine BrC1=CC=CC(=N1)[N+](=O)[O-]